S1C=NC=C1C=1C=C(C2=C(N=CN2)C1)C(=O)N 6-thiazol-5-yl-3H-benzoimidazole-4-carboxamide